1-(6-methoxy-4-((5-methyl-1H-pyrazol-3-yl)amino)-7-(3-(pyrrolidin-1-yl)propoxy)quinazolin-2-yl)piperidin-4-ol COC=1C=C2C(=NC(=NC2=CC1OCCCN1CCCC1)N1CCC(CC1)O)NC1=NNC(=C1)C